C(C)OC(=C)C1=NNC(C2=CC=C(C=C12)C(F)(F)F)=O 4-(1-ethoxyvinyl)-1-oxo-6-(trifluoromethyl)phthalazin